N-{4-[(trans-4-{2,5-dioxo-3-[5-(trifluoromethyl)-3-pyridinyl]-1-imidazolidinyl}cyclohexyl)oxy]-7-quinazolinyl}acetamide O=C1N(C(CN1C=1C=NC=C(C1)C(F)(F)F)=O)[C@@H]1CC[C@H](CC1)OC1=NC=NC2=CC(=CC=C12)NC(C)=O